C1=C(C=CC2=CC=CC=C12)\C(\C)=N\NC(=O)C1=NNC=2CCCCC12 (E)-N'-(1-(naphthalen-2-yl)ethylidene)-4,5,6,7-tetrahydro-1H-indazole-3-carbohydrazide